BrC1=C(C=CC=C1)SCC1=CC=C(C=C1)OC (2-Bromophenyl)(4-methoxybenzyl)sulfane